NC1=NN2C(N=CC=C2)=C1C(=O)N[C@@H](C)C=1C=C(C=2N(C1N1CCNS(CC1)(=O)=O)C=NC2Cl)Cl 2-Amino-N-{(1S)-1-[1,8-dichloro-5-(1,1-dioxido-1,2,5-thiadiazepan-5-yl)imidazo[1,5-a]pyridin-6-yl]ethyl}pyrazolo[1,5-a]pyrimidine-3-carboxamide